COC1=C(C=C(C=C1)C2=C(C(=O)C3=C(C(=C(C=C3O2)OC)OC)O)OC)O 3,6,7,4'-Tetra-O-methyl-5,3'-dihydroxyflavone